1-(1H-Benzo[d]imidazol-5-yl)-5-(2-fluorophenyl)imidazolidin-2-on N1C=NC2=C1C=CC(=C2)N2C(NCC2C2=C(C=CC=C2)F)=O